FCC1=CC=C(C=C1)CCO 2-(4-(fluoromethyl)phenyl)ethan-1-ol